7-bromo-6-hydroxy-N-methyl-1,2,3,4-tetrahydro-beta-carboline BrC1=C(C=C2C=3CCN(CC3NC2=C1)C)O